bis-[3-(o-methoxyphenylsulfonyloxy)phenyl]urea COC1=C(C=CC=C1)S(=O)(=O)OC=1C=C(C=CC1)NC(NC1=CC(=CC=C1)OS(=O)(=O)C1=C(C=CC=C1)OC)=O